C(C)(C)N1CCN(CC1)C1=CC=C(C=C1)C1=C(CCC2=CC=C(C=C12)OC)C=1C=C(C(=O)O)C=CC1 3-(1-(4-(4-Isopropylpiperazin-1-yl)phenyl)-7-methoxy-3,4-dihydronaphthalen-2-yl)benzoic acid